ethyl (E)-2-acetyl-3-methoxy-but-2-enoate C(C)(=O)/C(/C(=O)OCC)=C(/C)\OC